1-(4-(4-Aminophenyl)piperidin-1-yl)ethan-1-one NC1=CC=C(C=C1)C1CCN(CC1)C(C)=O